BrCC=1C=C(C=CC1)S(=O)(=O)N1CCC(CC1)NC=1N=CC2=C(N1)N(C(C21CC1)=O)[C@H]1C[C@@H](CCC1)OC1OCCCC1 2'-((1-((3-(bromomethyl)phenyl)sulfonyl)piperidin-4-yl)amino)-7'-((1R,3R)-3-((tetrahydro-2H-pyran-2-yl)oxy)cyclohexyl)spiro[cyclopropane-1,5'-pyrrolo[2,3-d]pyrimidin]-6'(7'H)-one